3-(4-(7-((3,5-Dimethoxyphenyl)(2-(isopropylamino)ethyl)amino)quinoxalin-2-yl)-1H-pyrazole-1-yl)-N-hydroxypropionamide COC=1C=C(C=C(C1)OC)N(C1=CC=C2N=CC(=NC2=C1)C=1C=NN(C1)CCC(=O)NO)CCNC(C)C